O=C1NC(CCC1N1C(C2=CC=C(C=C2C1)C1=NC=CC(=C1F)CN1[C@@H]([C@@H](CC1)O)C(=O)OC)=O)=O methyl (2S,3R)-1-((2-(2-(2,6-dioxopiperidin-3-yl)-1-oxoisoindolin-5-yl)-3-fluoropyridin-4-yl)methyl)-3-hydroxypyrrolidine-2-carboxylate